CC(=O)N[C@@H]1[C@H]([C@@H]([C@H](OC1O)CO[C@H]2[C@@H]([C@H]([C@@H]([C@H](O2)CO)O)O)O)O)O The molecule is an amino disaccharide that is 2-acetamido-2-deoxy-beta-D-glucopyranose in which the hydroxy group at position 6 has been converted into the corresponding beta-D-glucopyranoside. It is a member of acetamides, an amino disaccharide and a beta-D-glucoside. It derives from a N-acetyl-D-glucosamine.